FC(C(=O)OCC)(C1=CC=C(C=C1)O)F ethyl 2,2-difluoro-2-(4-hydroxyphenyl)acetate